N[C@@H](CO[C@H]1O[C@@H]([C@@H]([C@@H]([C@H]1O)O)O)CO)[C@@H]([C@@H](CCCCCCCCCCCCCC)O)O (2S,3R,4S,5R,6R)-2-{[(2S,3S,4R)-2-amino-3,4-dihydroxyoctadecyl]oxy}-6-(hydroxymethyl)oxane-3,4,5-triol